methyl 6-((4-(1-(2,6-dioxopiperidin-3-yl)-3-methyl-2-oxo-2,3-dihydro-1H-benzo[d]imidazol-5-yl)piperidin-1-yl)methyl)-2-azaspiro[3.3]heptane-2-carboxylate O=C1NC(CCC1N1C(N(C2=C1C=CC(=C2)C2CCN(CC2)CC2CC1(CN(C1)C(=O)OC)C2)C)=O)=O